5-(2-ethyl-5-fluoropyridin-4-yl)-1-{[2-(trimethylsilyl)ethoxy]Methyl}pyrazole-3-carboxylic acid methyl ester COC(=O)C1=NN(C(=C1)C1=CC(=NC=C1F)CC)COCC[Si](C)(C)C